tert-butyl (3aR,5s,6aS)-5-((6-chloro-5-(1,1-difluoroethyl)pyridazin-3-yl)amino)hexahydrocyclopenta[c]pyrrole-2(1H)-carboxylate ClC1=C(C=C(N=N1)NC1C[C@@H]2[C@@H](CN(C2)C(=O)OC(C)(C)C)C1)C(C)(F)F